3-fluoro-cyclohexyl-phosphine FC1CC(CCC1)P